C(=C\\C(=O)[O-])\\C(=O)O The molecule is a hydrogen butenedioate that is the conjugate base of maleic acid. It is a hydrogen butenedioate and a maleate. It is a conjugate base of a maleic acid. It is a conjugate acid of a maleate(2-).